COC1=CC=C(C=C1)N1C(NC=C(C1=O)C(=O)NC1=CC(=C(C=C1)OC1=CC(=NC=2N1N=CC2)C)F)=O 3-(4-methoxyphenyl)-N-(3-fluoro-4-((5-methylpyrazolo[1,5-a]pyrimidine-7-yl)oxy)phenyl)-2,4-dioxo-1,2,3,4-tetrahydropyrimidine-5-carboxamide